tert-Butyl 3-(hydroxymethyl)-2-(pent-3-yn-1-yl)-2,4,6,7-tetrahydro-5H-pyrazolo[4,3-c]pyridine-5-carboxylate OCC=1N(N=C2C1CN(CC2)C(=O)OC(C)(C)C)CCC#CC